((3R,4R,5S)-1-(3-amino-6,7-dihydro-5H-cyclopenta[b]pyridin-4-yl)-4-{[tert-butyl-(dimethyl)silyl]oxy}-5-methylpiperidin-3-yl)carbamic acid tert-butyl ester C(C)(C)(C)OC(N[C@@H]1CN(C[C@@H]([C@H]1O[Si](C)(C)C(C)(C)C)C)C1=C2C(=NC=C1N)CCC2)=O